CC(C)C(C(C)C)C(C)C 2,4-dimethyl-3-isopropylpentane